cinnamamid C(C=CC1=CC=CC=C1)(=O)N